6-((3-(chloromethyl)-1-methyl-1H-pyrazol-5-yl)ethynyl)-8-((4-methoxybenzyl)oxy)quinoline ClCC1=NN(C(=C1)C#CC=1C=C2C=CC=NC2=C(C1)OCC1=CC=C(C=C1)OC)C